CN1C(CCCC1=O)=O 1-methyl-2,6-piperidinedione